1-(3-((4-((3,4-dichloro-2-fluorophenyl)amino)-7-methoxyquinazolin-6-yl)-oxy)pyrrolidin-1-yl)prop-2-en-1-one ClC=1C(=C(C=CC1Cl)NC1=NC=NC2=CC(=C(C=C12)OC1CN(CC1)C(C=C)=O)OC)F